2-(1-cyclopropylethyl)-6-(1-(isopropylsulfanyl)ethyl)phenol C1(CC1)C(C)C1=C(C(=CC=C1)C(C)SC(C)C)O